N-[(6-benzoyl-6-azaspiro[2.5]octan-2-yl)methyl]-1,3-dihydropyrrolo[3,4-c]pyridine-2-carboxamide C(C1=CC=CC=C1)(=O)N1CCC2(C(C2)CNC(=O)N2CC=3C=NC=CC3C2)CC1